COC(=O)C1=CC2=C(N(C(=N2)C=2NC3=CC(=CC=C3C2)Br)C)C(=C1)OC 2-(6-bromo-1H-indol-2-yl)-7-methoxy-1-methyl-1H-benzo[d]Imidazole-5-carboxylic acid methyl ester